FC=1C(=NC=CC1N1CCN(CC1)C1=NC=C(C=N1)C(F)(F)F)OC[C@H](C)N (S)-1-((3-fluoro-4-(4-(5-(trifluoromethyl)pyrimidin-2-yl)piperazin-1-yl)pyridin-2-yl)oxy)propan-2-amine